ClC1=C(C=CC(=C1)OCC)C=1CSC2=CC(=CC=C2C1C1=CC=C(C=C1)O[C@@H]1CN(CC1)CCCF)O 3-(2-Chloro-4-ethoxyphenyl)-4-[4-[(3S)-1-(3-fluoropropyl)pyrrolidin-3-yl]oxyphenyl]-2H-thiochromen-7-ol